2-(2-Chlorophenyl)-1H-benzo[d]imidazole ClC1=C(C=CC=C1)C1=NC2=C(N1)C=CC=C2